tert-butyl 4-((4-(2-fluorophenyl)-5-(isopropyl (methyl) carbamoyl)-2-oxopyridin-1(2H)-yl) methyl)-4-hydroxypiperidine-1-carboxylate FC1=C(C=CC=C1)C1=CC(N(C=C1C(N(C)C(C)C)=O)CC1(CCN(CC1)C(=O)OC(C)(C)C)O)=O